C(CCCCCCCCCCCCC)(=O)[O-].C(CCCCCCCCCCCCC)(=O)[O-].C(CCCCCCCCCCCCC)(=O)[O-].C(CCC)[Sn+3] monobutyltin trimyristate